4-(1-benzylpyrrolidin-2-yl)-3-methoxy-1-methyl-1H-pyrazole C(C1=CC=CC=C1)N1C(CCC1)C=1C(=NN(C1)C)OC